COC(C1=CN=C(C=C1NCC=1SC=CN1)NC1=CC=C2C(=N1)C(OC2=O)(C)C)=O 6-((7,7-dimethyl-5-oxo-5,7-dihydrofuro[3,4-b]pyridin-2-yl)amino)-4-((thiazol-2-ylmethyl)amino)nicotinic acid methyl ester